(5-methyl-1,3,4-thiadiazol-2-yl)benzenesulfonamide CC1=NN=C(S1)C1=C(C=CC=C1)S(=O)(=O)N